(-)-α-pinene [C@H]12C(=CC[C@H](C1(C)C)C2)C